N-{(4aR,6R)-2-[6-(difluoromethoxy)-4-(2,4,6-trifluorophenyl)-1,2-benzoxazol-3-yl]-5,5-difluoro-1-oxooctahydropyrrolo[1,2-c]pyrimidin-6-yl}methanesulfonamide FC(OC1=CC2=C(C(=NO2)N2C(N3[C@H](CC2)C([C@@H](C3)NS(=O)(=O)C)(F)F)=O)C(=C1)C1=C(C=C(C=C1F)F)F)F